C(#N)C1(COCC2=CC=C(C=C12)C(=O)NCC1=NC=CC(=C1)C(=C(C1=CC=CC=C1)F)F)C 4-cyano-N-((4-(1,2-difluoro-2-phenylethenyl)pyridin-2-yl)methyl)-4-methylisochroman-6-carboxamide